(R)-4-{3-[(6-bromoquinolin-2-yl)oxy]propyl}-1,3-dimethylpiperazin-2-one BrC=1C=C2C=CC(=NC2=CC1)OCCCN1[C@@H](C(N(CC1)C)=O)C